5-chloro-4-(6-cyclopropoxypyridin-3-yl)-2-fluoroaniline ClC=1C(=CC(=C(N)C1)F)C=1C=NC(=CC1)OC1CC1